NC1=C(C(=NC=C1C(=O)OCC)OC1=CC=CC=C1)Br ethyl 4-amino-5-bromo-6-phenoxynicotinate